(R)-3-Bromo-2-((5-((tert-butyldimethylsilyl)oxy)pentan-2-yl)oxy)-6-methylpyridine BrC=1C(=NC(=CC1)C)O[C@H](C)CCCO[Si](C)(C)C(C)(C)C